2-[[4-amino-5-(5-iodo-4-methoxy-2-propan-2-ylphenoxy)-pyrimidin-2-yl]amino]propane-1,3-diol NC1=NC(=NC=C1OC1=C(C=C(C(=C1)I)OC)C(C)C)NC(CO)CO